C(#N)C=1C(=C(C=CC1)\C(\C)=N\S(=O)C(C)(C)C)C (E)-N-(1-(3-cyano-2-methylphenyl)ethylidene)-2-methylpropane-2-sulfinamide